2,6-bis(phenanthren-9-yl)-4-[1-(3,5-bis(phenanthren-9-yl)-4-hydroxy-phenyl)-1-methyl-ethyl]phenol C1=CC=CC=2C3=CC=CC=C3C(=CC12)C1=C(C(=CC(=C1)C(C)(C)C1=CC(=C(C(=C1)C=1C2=CC=CC=C2C=2C=CC=CC2C1)O)C=1C2=CC=CC=C2C=2C=CC=CC2C1)C=1C2=CC=CC=C2C=2C=CC=CC2C1)O